5-(Cyclohexylmethoxy)-2-methoxyaniline C1(CCCCC1)COC=1C=CC(=C(N)C1)OC